CN1C(N(C=2C1=CC=1C(=NN=C(C1C2)N[C@H](C)C2=CC(=CC=C2)C(F)(F)F)C)COCC[Si](C)(C)C)=O 1,8-dimethyl-5-[[(1R)-1-[3-(trifluoromethyl)phenyl]ethyl]amino]-3-(2-trimethylsilylethoxymethyl)imidazo[4,5-g]phthalazin-2-one